3-(2-chloro-4-oxo-4,5-dihydropyrazolo[1,5-a]pyrazin-6-yl)benzonitrile ClC1=NN2C(C(NC(=C2)C=2C=C(C#N)C=CC2)=O)=C1